5-Bromo-2-fluoro-6-methoxynicotinaldehyde BrC=1C(=NC(=C(C=O)C1)F)OC